C1(=CC=CC=C1)C1=NC(=NC(=N1)C1=CC=CC=C1)C1=C(C=CC=C1)C1=C(C(=NC(=C1N1C2=CC=C(C=C2C=2C=C(C=CC12)C)C)N1C2=CC=C(C=C2C=2C=C(C=CC12)C)C)N1C2=CC=C(C=C2C=2C=C(C=CC12)C)C)N1C2=CC=C(C=C2C=2C=C(C=CC12)C)C 9,9',9'',9'''-(4-(2-(4,6-diphenyl-1,3,5-triazin-2-yl)phenyl)pyridine-2,3,5,6-tetrayl)tetrakis(3,6-dimethyl-9H-carbazole)